thieno[3,2-b]thiophene-2,5-dione S1C=2C(=CC1=O)SC(C2)=O